rac-(R)-1-(3-((5-Bromo-2-((1-(1-ethylpyrrolidin-3-yl)-3-methyl-1H-pyrazol-4-yl)amino)pyrimidin-4-yl)amino)propyl)piperidin-2-on BrC=1C(=NC(=NC1)NC=1C(=NN(C1)[C@H]1CN(CC1)CC)C)NCCCN1C(CCCC1)=O |r|